1-(1-methylcyclopropyl)-4-((3-(pyridin-2-yl)isoxazol-5-yl)methyl)-1,4-dihydropyrazine-2,3-dione CC1(CC1)N1C(C(N(C=C1)CC1=CC(=NO1)C1=NC=CC=C1)=O)=O